2,4,6-tribromoiodobenzene BrC1=C(C(=CC(=C1)Br)Br)I